ClC=1C(=C(CN2[C@@H](C[C@@](CC2)(C(=O)O)CC2=NC(=C(C(=C2F)C(C(C)C)=O)F)NC2=NNC(=C2)C)C)C=CC1)F (2R,4R)-1-(3-chloro-2-fluorobenzyl)-4-((3,5-difluoro-4-isobutyryl-6-((5-methyl-1H-pyrazol-3-yl)-amino)pyridin-2-yl)methyl)-2-methylpiperidine-4-carboxylic acid